NC=1C=CC2=C(N(CCN(C2=O)CC2=C(C=C(C=C2)O[C@@H](CCNC)C2=CC=CC=C2)Cl)C)N1 (S)-8-amino-4-(2-chloro-4-(3-(methylamino)-1-phenylpropoxy)benzyl)-1-methyl-1,2,3,4-tetrahydro-5H-pyrido[2,3-e][1,4]diazepin-5-one